N(=[N+]=[N-])C1=CC(=CN=N1)NCC1=CC=C(C=C1)CO[Si](C)(C)C(C)(C)C 6-azido-N-(4-(((tert-butyldimethylsilyl)oxy)methyl)benzyl)pyridazin-4-amine